3-[(3-Cyanophenyl)ethynyl]-5,6-dihydroimidazo[1,5-a]pyrazine-7(8H)-carboxylic acid tert-butyl ester C(C)(C)(C)OC(=O)N1CC=2N(CC1)C(=NC2)C#CC2=CC(=CC=C2)C#N